5-(4-((5-fluoro-3-methyl-2,4-dioxo-1,2,3,4-tetrahydroquinazolin-7-yl)methyl)piperazin-1-yl)-N,6-dimethylpicolinamide FC1=C2C(N(C(NC2=CC(=C1)CN1CCN(CC1)C=1C=CC(=NC1C)C(=O)NC)=O)C)=O